OCCCCCCOC1=CC=C(C=C1)C1=CC=C(C=C1)OCCCCCCO 4,4'-bis-(6-hydroxyhexanyloxy)biphenyl